FC(C1=CC=C(C(=O)ON=C2C(CC2)C)C=C1)(F)F 2-methylcyclobutane-1-one O-(4-(trifluoromethyl)benzoyl) oxime